2-((8-amino-6-(5-amino-4-methylpyridin-3-yl)-7-fluoroisoquinolin-3-yl)amino)-4,5-dihydro-7H-pyrazolo[1,5-c][1,3]thiazine 6,6-dioxide NC=1C(=C(C=C2C=C(N=CC12)NC1=NN2CS(CCC2=C1)(=O)=O)C=1C=NC=C(C1C)N)F